ClC1=CC(=C(CN2N(C3=C(CN(CC3)CC3=CC(=CC(=C3)F)F)C2=O)CCNC(CO)=O)C=C1)CO N-(2-(2-(4-chloro-2-(hydroxymethyl)benzyl)-5-(3,5-difluorobenzyl)-3-oxo-2,3,4,5,6,7-hexahydro-1H-pyrazolo[4,3-c]pyridin-1-yl)ethyl)-2-hydroxyacetamide